[I+].[Pb+2].C(CC1=CC=CC=C1)[NH3+] phenethyl-ammonium lead iodine